2,5-difluorocinnamic acid FC1=C(C=CC(=O)O)C=C(C=C1)F